NC1=C(C=C(C=C1)C(F)(F)F)N 1,2-diamino-4-trifluoromethylbenzene